CC1=C(C=CC(=C1C)F)B(O)O 2,3-dimethyl-4-fluorophenylboronic acid